7-((tert-butyldimethylsilyl)oxy)naphthalen-1-amine [Si](C)(C)(C(C)(C)C)OC1=CC=C2C=CC=C(C2=C1)N